C(C)NC(N([C@@H]1CC[C@H](CC1)NC1=NC=C(C(=N1)OC1(COC1)C)C(F)(F)F)C1=NC=C(N=C1)C=1C=NC(=NC1)OC)=O 3-ethyl-1-(5-(2-methoxypyrimidin-5-yl)pyrazin-2-yl)-1-(trans-4-((4-((3-methyloxetan-3-yl)oxy)-5-(trifluoromethyl)pyrimidin-2-yl)amino)cyclohexyl)urea